Cl.N1CC(CC1)C(C(=O)N)(C)C (pyrrolidin-3-yl)isobutyramide hydrochloride